FC1=CC(=CC2=C1N=C(O2)C)NC(=O)C=2N=CC(=NC2)N(C2CCN(CC2)C(=O)OC(C)(C)C)C tert-butyl 4-((5-((4-fluoro-2-methylbenzo[d]oxazol-6-yl)carbamoyl)pyrazin-2-yl)(methyl)amino)piperidine-1-carboxylate